2-methyl-2,3-dihydro-1H-pyrido[2,3-b][1,4]oxazine-1-carboxylate CC1N(C2=C(OC1)N=CC=C2)C(=O)[O-]